isooctyl-3,5-di-tert-butyl-4-hydroxybenzyl-mercaptoacetate C(CCCCC(C)C)OC(C(S)CC1=CC(=C(C(=C1)C(C)(C)C)O)C(C)(C)C)=O